NC1=CC=C(C=N1)N1CCC(CC1)(OC)CO (1-(6-aminopyridin-3-yl)-4-methoxypiperidin-4-yl)methanol